CC(/C=C/C=1C=NC=CC1)CCC=C(C)C (E)-3-(3,7-dimethyloct-1,6-dienyl)pyridine